1-(4-(2-cyanoprop-2-yl)benzyl)-5-cyclopropyl-1H-pyrazole-4-carboxamide C(#N)C(C)(C)C1=CC=C(CN2N=CC(=C2C2CC2)C(=O)N)C=C1